C(C)(C)(C)C1=C(C=CC(=C1)C(C)(C)C)OP(OC1=C(C=C(C=C1)C(C)(C)C)C(C)(C)C)(=O)C1(CC=C(C=C1)C1=CC=CC=C1)P(OC1=C(C=C(C=C1)C(C)(C)C)C(C)(C)C)(=O)OC1=C(C=C(C=C1)C(C)(C)C)C(C)(C)C tetrakis(2,4-di-t-butylphenyl)-4,4-biphenyldiphosphonate